Calcium-Aluminium [Al].[Ca]